O=C1NC(CCC1N1C(C2=CC=C(C=C2C1=O)NCC(=O)N1CCN(CC1)C1=CC=C(C=C1)NC1=NN2C(C=CC=C2C2=CC=C(C=C2)S(=O)(=O)C)=N1)=O)=O 2-(2,6-Dioxopiperidin-3-yl)-5-((2-(4-(4-((5-(4-(methylsulfonyl)phenyl)-[1,2,4]triazolo[1,5-a]pyridin-2-yl)amino)phenyl)piperazin-1-yl)-2-oxoethyl)amino)isoindoline-1,3-dione